quinoline-1(3H)formic acid tert-butyl ester C(C)(C)(C)OC(=O)N1CCCC2=CC=CC=C12